OCCN(CCCCN(C1=CC=C(C=C1)N)CCO)C1=CC=C(C=C1)N bis(hydroxyethyl)-N,N'-bis(4-aminophenyl)tetramethylenediamine